4-AMINOCYCLOHEXANOL NC1CCC(CC1)O